2-amino-3-hydroxytoluene NC1=C(C)C=CC=C1O